ClC1=C(C=CC=C1NC1=CC=C(C=C1)C1=CC=CC=C1)[C@@]1(CC(N(C(N1)=N)C1CCOCC1)=O)C (6S)-6-[2-Chloro-3-(4-phenyl-anilino)phenyl]-2-imino-6-methyl-3-(tetrahydropyran-4-yl)hexahydropyrimidin-4-one